ClC=1C=C2C=C(NC2=CC1CC1=NOC=C1)CNC(=O)C1(CC1)C N-((5-chloro-6-(isoxazol-3-ylmethyl)-1H-indol-2-yl)methyl)-1-methylcyclopropanecarboxamide